C(#N)/C=C/[C@H]1C([C@H]1C(=O)OCC1=C(C(=CC(=C1F)F)F)F)(C)C 2,3,5,6-tetrafluorobenzyl (1S,3R)-3-((E)-2-cyanovinyl)-2,2-dimethylcyclopropanecarboxylate